1-(4-((3,4-dichlorobenzyl)(methyl)amino)-2-ethylbenzyl)azetidine-3-carboxylic acid ClC=1C=C(CN(C2=CC(=C(CN3CC(C3)C(=O)O)C=C2)CC)C)C=CC1Cl